(3,5-dibromosalicyl) fumarate C(\C=C\C(=O)[O-])(=O)OCC=1C(O)=C(C=C(C1)Br)Br